C(C)(C)C(CCC(C)=O)\C=C\C(C)(C)O (E)-5-isopropyl-8-hydroxy-8-methyl-6-nonen-2-one